5-(3-chloro-4-fluorophenyl)-4-methoxy-N-(4-((4-methylpiperazin-1-yl)methyl)phenyl)-7H-pyrrolo[2,3-d]pyrimidin-2-amine ClC=1C=C(C=CC1F)C1=CNC=2N=C(N=C(C21)OC)NC2=CC=C(C=C2)CN2CCN(CC2)C